Fluorospiro[cyclopropane-1,3'-indoline] FN1CC2(C3=CC=CC=C13)CC2